CC1(N=NC=CC=C1)CCO 2-(3-methyl-3H-diazepin-3-yl)ethan-1-ol